monodehydrosorbitol monooleate CCCCCCCC/C=C\CCCCCCCC(=O)OCC([C@@H]1[C@H]([C@@H](CO1)O)O)O